S1CCC(CC1)N1C(C=2C=NC=CC2C1)=O 2-(tetrahydro-2H-thiopyran-4-yl)-1H-pyrrolo[3,4-c]Pyridin-3(2H)-one